3-[2-methyl-1-(4-methyltetrahydropyran-2-yl)propyl]-sulfanyldecanal CC(C(C1OCCC(C1)C)C(C(C=O)S)CCCCCCC)C